FC1=C(C(=CC(=C1)C=1C(=NC(=CC1)NCCC(C)C)C)O)N1CC(NS1(=O)=O)=O 5-(2-Fluoro-6-hydroxy-4-(6-(isopentylamino)-2-methylpyridin-3-yl)phenyl)-1,2,5-thiadiazolidin-3-one-1,1-dioxide